3-phenylaminoisobenzofuran-1(3H)-one C1(=CC=CC=C1)NC1OC(C2=CC=CC=C12)=O